CC=1C=NC(=NC1)OC1=CC=C(C=C1)C1CCN(CC1)C(=O)OC(C)(C)C tert-butyl 4-(4-((5-methylpyrimidin-2-yl)oxy)phenyl)piperidine-1-carboxylate